racemic-4-(1-(3-(3-chloro-4-fluorophenyl)-1-methylureido)ethyl)isoquinoline-1-carboxamide ClC=1C=C(C=CC1F)NC(N(C)[C@H](C)C1=CN=C(C2=CC=CC=C12)C(=O)N)=O |r|